[Cl-].C[N+](C)(C)CC1=CC=CC=C1 N,N,N-trimethyl-benzyl-ammonium chloride